FC(C(=O)O)(F)F.NCC=1C=C(C=C(C1)F)C=1C=NN(C1)C1=CC=C(C=C1)C(C)=O 1-(4-(4-(3-(aminomethyl)-5-fluorophenyl)-1H-pyrazol-1-yl)phenyl)ethanone, trifluoroacetate Salt